C(CCCCCCCCC)OC[C@@H](OCCCCCCCCCC)COP(=O)(O)OCC[N+](C)(C)C 1,2-didecyl-sn-glycero-3-phosphorylcholine